(R)-2-chloro-4-(3-((3-ethoxypyridin-2-yl)oxy)piperidin-1-yl)pyrimidine ClC1=NC=CC(=N1)N1C[C@@H](CCC1)OC1=NC=CC=C1OCC